C(CC)OC1=CC=C(C=C1)CCC(C(=O)OC)N1CCN(CCN(CCN(CC1)CC(OC(C)(C)C)=O)CC(OC(C)(C)C)=O)CC(=O)OC(C)(C)C methyl 4-(4-propoxyphenyl)-2-[4,7,10-tris(2-tert-butoxy-2-oxoethyl)-1,4,7,10-tetraazacyclododecan-1-yl]butanoate